COC(=O)C=1C=C(SC1)B1OC(C)(C)C(C)(C)O1 4-(methoxycarbonyl)thiophene-2-boronic acid pinacol ester